Cl.C1NC[C@H]2[C@@H]1CCC2 (3aR,6aS)-octahydrocyclopenta[c]pyrrole hydrochloride